FC1=CC(=CC=2N(CC(OC21)C)[C@@H](C)C2CCC(CC2)NC(OC(C)(C)C)=O)C(=O)NN tert-butyl [(1S,4r)-4-{(1S)-1-[8-fluoro-6-(hydrazinecarbonyl)-2-methyl-2,3-dihydro-4H-1,4-benzoxazin-4-yl]ethyl}cyclohexyl]carbamate